CCCCCCCCCCCCCCCCCCCCO The molecule is a fatty alcohol consisting of a hydroxy function at C-1 of an unbranched saturated chain of 20 carbon atoms. It is a long-chain primary fatty alcohol and a fatty alcohol 20:0.